tert-butyl 1-(2,2-difluoroethyl)-2,4-dioxo-3-(6-(trifluoromethyl)pyridin-3-yl)-1,3,8-triazaspiro[4.5]decane-8-carboxylate FC(CN1C(N(C(C12CCN(CC2)C(=O)OC(C)(C)C)=O)C=2C=NC(=CC2)C(F)(F)F)=O)F